BrC=1C=CC2=C(C(=NCC(N2)=S)C2=C(C=CC=C2F)F)C1Cl 7-bromo-6-chloro-5-(2,6-difluorophenyl)-1,3-dihydro-1,4-benzodiazepine-2-thione